C1(CCCCCCCCCCCC(=O)OCCO1)=O ethylene 1,13-tridecanedioate